N1(N=NC=C1)CCNC1=NC=C(C=C1)Br N-(2-(1H-1,2,3-triazol-1-yl)ethyl)-5-bromopyridin-2-amine